CN[C@@H](CCCN)C(=O)O methylornithine